(2S)-N-[1-(2-Amino-2-oxo-ethyl)prop-2-ynyl]-1-[1-[4-(trifluoromethoxy)phenyl]cyclopropanecarbonyl]pyrrolidine-2-carboxamide NC(CC(C#C)NC(=O)[C@H]1N(CCC1)C(=O)C1(CC1)C1=CC=C(C=C1)OC(F)(F)F)=O